CN1C2=C(C=3C=CC=CC13)CN(CC2)CCCCNC(=O)C2=NC1=C(N2)C=CC=C1 N-(4-(5-methyl-1,3,4,5-tetrahydro-2H-pyrido[4,3-b]indol-2-yl)butyl)-1H-benzo[d]imidazole-2-carboxamide